C(C=C)(=O)N[C@H]1[C@@H](CCCC1)NC(=O)C=1SC=2N=CC=C3N(C(NC1C23)=O)C2=NC=C(C=C2)OC2=CC=CC=C2 N-((1R,2R)-2-Acrylamidocyclohexyl)-4-oxo-5-(5-phenoxypyridin-2-yl)-4,5-dihydro-3H-1-thia-3,5,8-triazaacenaphthylene-2-carboxamide